1-(6-Bromo-2-(1H-tetrazol-5-yl)pyridin-3-yl)pentan-1-ol potassium salt [K].BrC1=CC=C(C(=N1)C1=NN=NN1)C(CCCC)O